ethyl-p-toluic acid C(C)C1=C(C=CC(=C1)C(=O)O)C